C(=O)C1=CN=C(O1)[C@@H](C)NC(OC(C)(C)C)=O (R)-TERT-BUTYL 1-(5-FORMYLOXAZOL-2-YL)ETHYLCARBAMATE